(3-chlorophenyl){(3E)-3-[3-(4-chloropyridin-2-yl)prop-2-yn-1-ylidene]-2,2-dimethylpyrrolidin-1-yl}methanone ClC=1C=C(C=CC1)C(=O)N1C(/C(/CC1)=C/C#CC1=NC=CC(=C1)Cl)(C)C